2-(Spiro[2.2]pentan-1-yl)acetic acid C1(CC12CC2)CC(=O)O